(2-fluorocyclohexyl) (2,2,2-trifluoroethyl) n-butylphosphonate C(CCC)P(OC1C(CCCC1)F)(OCC(F)(F)F)=O